C(C)OCCN1CCN(CC1)CCCC(=O)OCCC propyl 4-(4-(2-ethoxyethyl)piperazin-1-yl)butanoate